Methyl-2-(allyloxymethyl)acrylic acid CC=C(C(=O)O)COCC=C